1-(5-(4-amino-7-(3-hydroxy-cyclobutyl)-7H-pyrrolo[2,3-d]pyrimidin-5-yl)imidazo[1,2-a]pyridin-8-yl)-3-(5-(1-(trifluoromethyl)cyclopropyl)-isoxazol-3-yl)urea NC=1C2=C(N=CN1)N(C=C2C2=CC=C(C=1N2C=CN1)NC(=O)NC1=NOC(=C1)C1(CC1)C(F)(F)F)C1CC(C1)O